CN1C=[N+](C=C1)CCC 1-Methyl-3-propylimidazolium